C(C)N1N=CC(=C1)C1=C(C(=O)O)C=C(C=C1)NC(=O)C1(CC1)C1=C(C=C(C=C1)C(F)(F)F)F 2-(1-Ethyl-1H-pyrazol-4-yl)-5-[({1-[2-fluoro-4-(trifluoromethyl)phenyl]cyclopropyl}carbonyl)amino]benzoic acid